O=C(COC=1C(N(CCC1)C(C=CC1=CC(=C(C(=C1)OC)OC)OC)=O)=O)CCC1=CC(=C(C(=C1)OC)OC)OC 3-(2-oxo-4-(3,4,5-trimethoxyphenyl)butoxy)-1-(3-(3,4,5-trimethoxyphenyl)acryloyl)-5,6-dihydropyridin-2(1H)-one